maleic acid sodium acrylate C(C=C)(=O)[O-].[Na+].C(\C=C/C(=O)O)(=O)O